(pyridin-3-yl)methanone N1=CC(=CC=C1)C=O